F[C@H]1[C@H](CNC1=O)C (2S,3S,4S)-4-fluoro-3-methyl-5-oxopyrrolidin